C1=CC=CC=2C3=CC=CC=C3C3(C12)OCCO3 spiro(1,3-dioxolan-2,9'-[9H]fluorene)